C(C)(C)(C)OC(=O)N1CC(C1)OC1=NC(=C(C=C1[N+](=O)[O-])Cl)F 3-((5-chloro-6-fluoro-3-nitropyridin-2-yl)oxy)azetidine-1-carboxylic acid tert-butyl ester